N-(2-((1-(2,6-dichloro-4-cyanophenyl)-2-methyl-4-oxo-1,4-dihydro-1,7-naphthyridin-5-yl)amino)ethyl)methanesulfonamide ClC1=C(C(=CC(=C1)C#N)Cl)N1C(=CC(C2=C(C=NC=C12)NCCNS(=O)(=O)C)=O)C